CC1(C(N(C(N1CC1=C2C(=NC=C1)NC(C2)=O)=O)C2=CC=C(C=C2)SC(F)(F)F)=O)C 5,5-dimethyl-1-((2-oxo-2,3-dihydro-1H-pyrrolo[2,3-b]pyridin-4-yl)methyl)-3-(4-((trifluoromethyl)thio)phenyl)imidazolidine-2,4-dione